2-(dimethylamino-phenyl-1H-pyrazol-4-yl)-1,3-thiazole-4-carboxamide CN(C)C1=NN(C=C1C=1SC=C(N1)C(=O)N)C1=CC=CC=C1